1-({5-[5-(difluoromethyl)-1,3,4-oxadiazol-2-yl]-1,3-thiazol-2-yl}methyl)-1H,2H,3H-pyrido[3,4-b][1,4]oxazin-2-one FC(C1=NN=C(O1)C1=CN=C(S1)CN1C2=C(OCC1=O)C=NC=C2)F